ClC=1C(N(C2=CC(=CC=C2N1)Cl)C=1C(=NC=CC1)O)=O 3,7-Dichloro-1-(2-hydroxypyridin-3-yl)quinoxaline-2(1H)-on